FC=1C(=NC(=C(C1)F)OCC=1C=NC(=CC1)C(F)(F)F)C1=CCN(CC1)CC1=NC2=C(N1C[C@H]1OCC1)C=C(C=C2)C(=O)O (S)-2-((3,5-difluoro-6-((6-(trifluoromethyl)pyridin-3-yl)methoxy)-5',6'-dihydro-[2,4'-bipyridin]-1'(2'H)-yl)methyl)-1-(oxetan-2-ylmethyl)-1H-benzo[d]imidazole-6-carboxylic acid